ClC=1C(=C2C=C(NC(C2=CN1)=O)C1(COC1)CO)F 6-chloro-5-fluoro-3-[3-(hydroxymethyl)oxetan-3-yl]-2H-2,7-naphthyridin-1-one